5,6-dimethoxy-8,8,9-trimethyl-6,8-dihydro-5H-naphtho[2,1-f]indole COC1C(C=2C=C3C(C(=NC3=CC2C=2C=CC=CC12)C)(C)C)OC